C1(CC1)C=1N=CN(C1)C1=C(C=C2CNC(C2=C1)=O)N1CCOCC1 6-(4-cyclopropyl-1H-imidazol-1-yl)-5-morpholinoisoindolin-1-one